(R)-6-chloro-3-((1-(2-cyano-3-(3,3-dimethyl-4-oxopyrrolidin-1-yl)-7-methylquinoxalin-5-yl)ethyl)amino)picolinic acid ClC1=CC=C(C(=N1)C(=O)O)N[C@H](C)C1=C2N=C(C(=NC2=CC(=C1)C)C#N)N1CC(C(C1)=O)(C)C